C1(=CC=CC=C1)C=1N(C=CC1)C1(CCCC1)C(=O)O 1-(2-Phenyl-1H-pyrrol-1-yl)cyclopentane-1-carboxylic acid